2-(2'-hydroxy-3',5'-di-tert-butylphenyl)-5-chloro-benzotriazole OC1=C(C=C(C=C1C(C)(C)C)C(C)(C)C)N1N=C2C(=N1)C=CC(=C2)Cl